C(C)(=O)N1CCC(CC1)C1=NN(C=2C=CC=C(C12)C1=C(C=C2C=NN(C2=C1)C)F)CC(=O)N(C)CC(=O)NCC(=O)O 2-(2-{2-[3-(1-acetylpiperidin-4-yl)-5'-fluoro-1'-methyl-1H,1'H-[4,6'-biindazol]-1-yl]-N-methylacetamido}acetamido)acetic acid